N-{4-[(cyclobutylcarbonylamino)methyl]phenyl}{[(4-methoxyphenyl)methyl]amino}carboxamide C1(CCC1)C(=O)NCC1=CC=C(C=C1)NC(=O)NCC1=CC=C(C=C1)OC